C(=O)O.CC1=CC(=NC=C1N([C@@H]1CNCC1)C)S(=O)(=O)NC=1N=CSC1 (S)-4-methyl-5-(methyl-(pyrrolidin-3-yl)amino)-N-(thiazol-4-yl)pyridine-2-sulfonamide formate